N-methyl-N-(4-methyl-5-sulfamoylthiazol-2-yl)acetamide CN(C(C)=O)C=1SC(=C(N1)C)S(N)(=O)=O